Cl.NCC=1C=C(C=CC1C)NC1=NOC(C1)(C(F)(F)F)C1=CC(=C(C(=C1)Cl)F)Cl N-(3-(aminomethyl)-4-methylphenyl)-5-(3,5-dichloro-4-fluorophenyl)-5-(trifluoromethyl)-4,5-dihydroisoxazol-3-amine hydrochloride